ClC1=CC(=C(OC=2C(=C(C=NC2)CC2=C(C(=NC=C2)NS(NCC)(=O)=O)F)C)C=C1)F 4-[[5-(4-chloro-2-fluoro-phenoxy)-4-methyl-3-pyridyl]methyl]-N-(ethylsulfamoyl)-3-fluoro-pyridin-2-amine